(S)-1-(1-(3-chlorophenyl)-2-hydroxy-ethyl)-3-(1-(5-methyl-2-(pyridin-3-yl-amino)pyrimidin-4-yl)-1H-pyrazol-4-yl)urea ClC=1C=C(C=CC1)[C@@H](CO)NC(=O)NC=1C=NN(C1)C1=NC(=NC=C1C)NC=1C=NC=CC1